2-((2-((1S)-1-((tetrahydro-2H-pyran-2-yl)oxy)ethyl)-1H-imidazol-1-yl)methyl)isoxazole O1C(CCCC1)O[C@@H](C)C=1N(C=CN1)CN1OC=CC1